FC1=C(C(=CC(=C1)N1CCC2(CC[C@H](CO2)CO)CC1)F)C1C(NC(CC1)=O)=O 3-(2,6-difluoro-4-((S)-3-(hydroxymethyl)-1-oxa-9-azaspiro[5.5]undecan-9-yl)phenyl)piperidine-2,6-dione